CN1N=NC2=C1C=CC(=C2C)C(C(C(=O)OC)(C)C)C2=CC(=C(C=C2)C)CN2C[C@H](OC1=CC=3C=CC=NC3C=C1C2)CC methyl 3-(1,4-dimethyl-1H-benzo[d][1,2,3]triazol-5-yl)-3-(3-(((R)-2-ethyl-2,3-dihydro-[1,4]oxazepino[7,6-g]quinolin-4(5H)-yl) methyl)-4-methylphenyl)-2,2-dimethylpropionate